(R)-6-(((R)-1-(3,5-difluoropyridin-2-yl)-2-methylpropyl)amino)-2-((4-fluoro-3,5-dimethylphenyl)amino)-N-hydroxyhexanamide FC=1C(=NC=C(C1)F)[C@@H](C(C)C)NCCCC[C@H](C(=O)NO)NC1=CC(=C(C(=C1)C)F)C